(3R)-4-[5-fluoro-2-(1-fluoro-3-methyl-6-{1-[(piperidin-4-yl)methyl]azetidin-3-yl}imidazo[1,5-a]pyridin-8-yl)benzoyl]-3-methylmorpholine FC=1C=CC(=C(C(=O)N2[C@@H](COCC2)C)C1)C=1C=2N(C=C(C1)C1CN(C1)CC1CCNCC1)C(=NC2F)C